2-[(4-[(2-amino-3-chloropyridin-4-yl)oxy]-3-fluorophenyl)amino]-N-(3-chlorophenyl)pyridine-3-carboxamide NC1=NC=CC(=C1Cl)OC1=C(C=C(C=C1)NC1=NC=CC=C1C(=O)NC1=CC(=CC=C1)Cl)F